3,5-dichloro-4-((2-methylquinolin-6-yl)oxy)aniline ClC=1C=C(N)C=C(C1OC=1C=C2C=CC(=NC2=CC1)C)Cl